2-[3-(dimethylamino)propoxy]propane-1,3-diol hydrochloride salt Cl.CN(CCCOC(CO)CO)C